(2R,4S,5R,6R)-5-acetamido-2-((3-(but-3-yn-1-yloxy)benzyl)oxy)-6-((1R,2R)-1,2-dihydroxy-3-(3-phenoxybenzamido)propyl)-4-hydroxytetrahydro-2H-pyran-2-carboxylic acid C(C)(=O)N[C@@H]1[C@H](C[C@@](O[C@H]1[C@@H]([C@@H](CNC(C1=CC(=CC=C1)OC1=CC=CC=C1)=O)O)O)(C(=O)O)OCC1=CC(=CC=C1)OCCC#C)O